FC=1C=CC(=C(C1)C1(CCCC1)C(=O)O)CN1CCN(CC1)C(=O)OC(C(F)(F)F)C(F)(F)F 1-(5-Fluoro-2-((4-(((1,1,1,3,3,3-hexafluoropropan-2-yl)oxy)carbonyl)piperazin-1-yl)methyl)phenyl)cyclopentane-1-carboxylic acid